C1(=CC=CC=C1)C1=NC(=NC(=N1)C1=CC=CC=C1)C=1C=C(C=C(C1)N1C2=CC=CC=C2C=2C=C(C=CC12)C1=CC=2C3(C4=CC=CC=C4C2C=C1)C1=CC=CC=C1C=1C=CC=CC13)N1C3=CC=CC=C3C=3C=C(C=CC13)C1=CC=3C2(C4=CC=CC=C4C3C=C1)C1=CC=CC=C1C=1C=CC=CC12 9,9'-(5-(4,6-diphenyl-1,3,5-triazin-2-yl)-1,3-phenylene)bis(3-(9,9'-spirobi[fluoren]-2-yl)-9H-carbazole)